BrC=1C=CC=C2C(=CNC12)S(=O)(=O)NC1=NC=C(C(=N1)OC)CC(F)F 7-bromo-N-[5-(2,2-difluoroethyl)-4-methoxy-pyrimidin-2-yl]-1H-indole-3-sulfonamide